FC=1C=CC2=C([C@H]3N(C[C@@H](O2)C3)C(C)=O)C1 1-((2S,5S)-7-fluoro-2,3-dihydro-2,5-methanobenzo[f][1,4]oxazepin-4(5H)-yl)ethan-1-one